(2-fluoro-4-nitrophenyl)cyclopropane-1-carbonitrile FC1=C(C=CC(=C1)[N+](=O)[O-])C1(CC1)C#N